8-(1-(2,2-difluoroethyl)-3-methyl-1H-pyrazolo[3,4-b]pyrazin-6-yl)-2-(2-(trifluoromethyl)pyrimidin-5-yl)-2,8-diazaspiro[4.5]decane FC(CN1N=C(C=2C1=NC(=CN2)N2CCC1(CCN(C1)C=1C=NC(=NC1)C(F)(F)F)CC2)C)F